FC=1C=2N(C=C(C1)NC(=O)C=1N=CC(=NC1)N1CC3C(C3C1)N(C(OC(C)(C)C)=O)C)C=C(N2)C tert-Butyl N-[3-[5-[(8-fluoro-2-methyl-imidazo[1,2-a]pyridin-6-yl)carbamoyl]pyrazin-2-yl]-3-azabicyclo[3.1.0]hexan-6-yl]-N-methyl-carbamate